BrC=1C(=NC=NC1OC)OC 5-bromo-4,6-dimethoxypyrimidine